((2-(2-amino-6-chloro-9H-purin-9-yl)-ethoxy)-methyl)-phosphonic acid NC1=NC(=C2N=CN(C2=N1)CCOCP(O)(O)=O)Cl